C(C1=CC=CC=C1)OC(=O)NC=1C=C(C=CC1C(=O)OC)C1N(CCN(C1)CC(F)F)CC1=C2C=CN(C2=C(C=C1OC(F)F)C)C(=O)[O-] 4-((2-(3-(((benzyloxy)carbonyl)amino)-4-(methoxycarbonyl)phenyl)-4-(2,2-difluoroethyl)piperazin-1-yl)methyl)-5-(difluoromethoxy)-7-methyl-1H-indole-1-carboxylate